[N+](=O)([O-])C=1C=C(C(SC2=CC=CC=C2)=O)C=CC1 S-Phenyl 3-nitrobenzothioate